methyl 8-bromo-7-nitro-3,4-dihydro-2H-benzo[b][1,4]oxazine-6-carboxylate BrC1=C(C(=CC2=C1OCCN2)C(=O)OC)[N+](=O)[O-]